CS(=O)(=O)C1=NN(C=C1[N+](=O)[O-])C1CCC(CC1)C=O (1R,4R)-4-(3-(methylsulfonyl)-4-nitro-1H-pyrazol-1-yl)cyclohexanecarbaldehyde